N,N-dimethyl-acetamidine CN(C(C)=N)C